ClC1=NC=CC(=C1C)C=1N=C(C(=NC1)CN(C(OC(C)(C)C)=O)C[C@H]1NC(CC1)=O)OC tert-Butyl (S)-((5-(2-chloro-3-methylpyridin-4-yl)-3-methoxypyrazin-2-yl)methyl)((5-oxopyrrolidin-2-yl)methyl)carbamate